2-chloro-N-(2-chloropyrimidine-5-carbonyl)-N-(2-(4,4-difluorocyclohexyl)-4-(2,5-difluorophenyl)pyridin-3-yl)pyrimidine-5-carboxamide ClC1=NC=C(C=N1)C(=O)N(C=1C(=NC=CC1C1=C(C=CC(=C1)F)F)C1CCC(CC1)(F)F)C(=O)C=1C=NC(=NC1)Cl